(3-(methylamino)phenyl)-9H-purin CNC=1C=C(C=CC1)C1=NC=C2N=CNC2=N1